methyl (E)-3-(8-(4-(tert-butyl)phenyl)imidazo[1,2-a]pyrazin-6-yl)acrylate C(C)(C)(C)C1=CC=C(C=C1)C=1C=2N(C=C(N1)/C=C/C(=O)OC)C=CN2